C(C)(C)(C)C=1C=C(C(=O)N(CCN(S(=O)(=O)C2=C(C(=C(C(=C2F)F)F)F)F)CC2=CC=C(C=C2)Cl)C2=CC=C(C(=O)O)C=C2)C=C(C1)C(C)(C)C 4-(3,5-di-tert-butyl-N-(2-(N-(4-chlorobenzyl)-(2,3,4,5,6-pentafluorophenyl)sulfonamido)ethyl)benzamido)benzoic acid